(R)-4-((1-(3-(difluoromethyl)-2-fluorophenyl)ethyl)amino)-7-methoxy-2-methyl-quinazoline-6-carboxylic acid methyl ester COC(=O)C=1C=C2C(=NC(=NC2=CC1OC)C)N[C@H](C)C1=C(C(=CC=C1)C(F)F)F